(8-(4-phenoxyphenyl)-7,8-dihydro-6H-pyrimido[5,4-b][1,4]oxazin-2-yl)methanol methyl-2-(4-carbamoyl-2-fluorophenyl)-2-methylpropanoate CCC(C(=O)OCC=1N=CC=2OCCN(C2N1)C1=CC=C(C=C1)OC1=CC=CC=C1)(C)C1=C(C=C(C=C1)C(N)=O)F